N-methyl-2-morpholin-4-yl-N-[6-[2-(8-oxa-3-azabicyclo[3.2.1]octan-3-yl)-4-oxochromen-8-yl]dibenzothiophen-2-yl]acetamide CN(C(CN1CCOCC1)=O)C1=CC2=C(SC3=C2C=CC=C3C=3C=CC=C2C(C=C(OC32)N3CC2CCC(C3)O2)=O)C=C1